CN1N=CC(=C1)C=1C=CC=2N(C1)N=CC2C2=CCC(CC2)O 4-(6-(1-methyl-1H-pyrazol-4-yl)pyrazolo[1,5-a]pyridin-3-yl)cyclohex-3-en-1-ol